CCCN 1-methyl-2-ethylamine